C(CCC)(=O)[O-].C(CCC)[NH3+] n-butylammonium butyrate